C1=CC=CC=2C3=CC=CC=C3C(C12)OC(N(CC(NCC(CCCCCNC(C(C(C)(C)C)=O)=O)=O)=O)C)=O (9H-fluoren-9-yl)methyl(14,14-dimethyl-2,12-dioxo-5,13-dioxo-3,11-diazapentadecanyl)carbamate